FC1=C(C=CC(=C1)F)NC(=O)NC1=C(C=C(C=C1)OC1=CC=NC2=CC(=C(C=C12)OC)OC)F 1-(2,4-difluorophenyl)-3-[4-(6,7-dimethoxy-quinolin-4-yloxy)-2-fluorophenyl]-urea